C(C)(C)(C)NC(=O)C1=NC=CC(=C1)NC(CC=1SC=CC1)=O N-tert-butyl-4-[[2-(2-thienyl)acetyl]amino]pyridine-2-carboxamide